3-(perfluoro-7-methyloctyl)-2-hydroxypropyl acrylate C(C=C)(=O)OCC(CC(C(C(C(C(C(C(C(F)(F)F)(C(F)(F)F)F)(F)F)(F)F)(F)F)(F)F)(F)F)(F)F)O